1-(4-(2-((1-cyclopropyl-1H-pyrazol-4-yl)amino)-5-fluoropyrimidin-4-yl)-2-fluorobenzoyl)azetidine-3-carbonitrile C1(CC1)N1N=CC(=C1)NC1=NC=C(C(=N1)C1=CC(=C(C(=O)N2CC(C2)C#N)C=C1)F)F